2-(4-cyclopropyl-6-methoxypyrimidin-5-yl)-8-({4-[1-methyl-4-(trifluoromethyl)imidazol-2-yl]phenyl}methyl)-6-(1-methylpyrazol-4-yl)pyrido[2,3-d]pyrimidin-7-one C1(CC1)C1=NC=NC(=C1C=1N=CC2=C(N1)N(C(C(=C2)C=2C=NN(C2)C)=O)CC2=CC=C(C=C2)C=2N(C=C(N2)C(F)(F)F)C)OC